6-{2-[Ethyl-(2,2,6,6-tetramethylpiperidin-4-yl)amino][1,3]thiazolo[5,4-d]pyrimidin-5-yl}-2-methylimidazo[1,2-a]pyridin-8-carbonitril C(C)N(C=1SC=2N=C(N=CC2N1)C=1C=C(C=2N(C1)C=C(N2)C)C#N)C2CC(NC(C2)(C)C)(C)C